(Rac)-(4-amino-1-methyl-1H-pyrazolo[4,3-c][1,7]naphthyridin-8-yl)((2R,4aS,9bS)-2-methyl-7-(trifluoromethoxy)-3,4,4a,9b-tetrahydrobenzofuro[3,2-b]pyridin-1(2H)-yl)methanone NC1=NC=2C=NC(=CC2C2=C1C=NN2C)C(=O)N2[C@@H]1[C@H](CC[C@H]2C)OC2=C1C=CC(=C2)OC(F)(F)F |r|